C1N(CCC2=CC=CC=C12)C[C@H](CN1C(C2=CC=C(C=C2CC1)N1C(CCC1)=O)=O)O 2-[(2R)-3-(3,4-Dihydro-1H-isochinolin-2-yl)-2-hydroxy-propyl]-6-(2-oxopyrrolidin-1-yl)-3,4-dihydroisochinolin-1-on